CN(C)CCCCl.C(C=C)(=O)O acrylic acid dimethylaminoethylmethyl chloride salt